NCC1=NNC(C2=CC=C(C=C12)C1=C(N(N=C1)C)C1=C(C=C2CCCOC2=C1C#N)F)=O (P)-7-[4-[4-(aminomethyl)-1-oxo-2H-phthalazin-6-yl]-2-methyl-pyrazol-3-yl]-6-fluoro-chromane-8-carbonitrile